4-([1,1'-biphenyl]-3-yl)-2-amino-6-(4-methylpiperazin-1-yl)pyridine-3,5-dicarbonitrile C1(=CC(=CC=C1)C1=C(C(=NC(=C1C#N)N1CCN(CC1)C)N)C#N)C1=CC=CC=C1